Cl.Cl.N[C@@H](C[SeH])C(=O)O selenocystein dihydrochloride